F[C@@H]1[C@@]2(C1)CN(C(C1=CC=C(C=C12)N=C(C1=CC=CC=C1)C1=CC=CC=C1)=O)CC(=O)OC methyl 2-[(2's,4r)-2'-fluoro-6-((diphenylmethylene)amino)-1-oxo-spiro[3H-isoquinoline-4,1'-cyclopropane]-2-yl]acetate